2-(3,4-dimethoxyphenyl)-6-(4-(dimethylamino)piperidin-1-yl)-N4-pyridin-4-yl-1,3,5-triazine-2,4-diamine COC=1C=C(C=CC1OC)C1(NC(=NC(=N1)NC1=CC=NC=C1)N1CCC(CC1)N(C)C)N